O=C1NC2=NC=CC=C2C=C1C(=O)N 2-oxo-1H-1,8-naphthyridine-3-carboxamide